[N+](=O)([O-])C1=CC=C2C3(CNC(C2=C1)=O)CC3 7'-nitro-2',3'-dihydro-1'H-spiro[cyclopropane-1,4'-isoquinoline]-1'-one